FC(C(F)(F)F)(OCOC(C(=C)F)=O)F α-fluoroacrylic acid pentafluoroethoxymethyl ester